(5-chloro-2-fluoro-[1,1'-biphenyl]-2-yl)boronic acid ClC1=CCC(C(=C1)C1=CC=CC=C1)(F)B(O)O